N1(CCNCC1)C(=O)OCC1=NN=C2N1C1=CC=CC=C1C(N2CC2=CC=C(C=C2)F)=O ((4-(4-fluorobenzyl)-5-oxo-4,5-dihydro-[1,2,4]triazolo[4,3-a]quinazolin-1-yl) methyl) piperazine-1-carboxylate